COC1=C(CNC(C([C@H](C[C@H]2C(NCC2)=O)NC([C@H](CC(C)C)NC(=O)C2(C3=CC=CC=C3C=3C=CC=CC23)O)=O)O)=O)C=CC(=C1)OC N-((2S)-1-(((2S)-4-((2,4-dimethoxybenzyl)amino)-3-hydroxy-4-oxo-1-((S)-2-oxopyrrolidin-3-yl)butan-2-yl)amino)-4-methyl-1-oxopentan-2-yl)-9-hydroxy-9H-fluorene-9-carboxamide